OC=1C(=NC(=CC1)CN1CCN(CC1)C1=NC=CC=C1)\C=N\O (E)-3-hydroxy-6-((4-(pyridin-2-yl)piperazin-1-yl)methyl)pyridineformaldoxime